(1aR,5aR,6aR)-hexahydrocyclopropa[b]pyrrolizine C1C2=C[C@H]3CCCN3[C@@H]21